Ethyl 3-(4-bromo-2-fluorophenyl)propanoate BrC1=CC(=C(C=C1)CCC(=O)OCC)F